C(C)NCC(CC)O 1-ethylaminobutan-2-ol